COC(C1=C(C=CC=C1)NC(CC(=O)OC)=O)=O 2-(2-methoxycarbonylacetamido)-benzoic acid methyl ester